CN1C(SC2=C1C=CC(=C2)S(=O)(=O)N2CCN(CC2)C[C@H](C)NC2=NC=NC1=C(C=CC=C21)C=2C=NC(=CC2)C)=O 3-methyl-6-({4-[(2S)-2-{[8-(6-methylpyridin-3-yl)quinazolin-4-yl]amino}propyl]piperazin-1-yl}sulfonyl)-2,3-dihydro-1,3-benzothiazol-2-one